Cl.C1(CC1)C1=CC=C(OC2CC(C2)N)C=C1 (1r,3r)-3-(4-cyclopropylphenoxy)cyclobutane-1-amine hydrochloride